3-(5-bromo-3-fluoro-1-benzothiophen-2-yl)-2-[(diphenylmethylidene)amino]propanenitrile BrC=1C=CC2=C(C(=C(S2)CC(C#N)N=C(C2=CC=CC=C2)C2=CC=CC=C2)F)C1